COC(=O)C1=NN(C=C1Br)CC1=CC=C(C=C1)OC 4-bromo-1-(4-methoxybenzyl)-1H-pyrazole-3-carboxylic acid methyl ester